ClC1=CC=C(C=C1)C1=CC=2C3=C(C=NC2C=C1)N(C(N3C=3C=CC(=C(C#N)C3)N3CCOCC3)=N)C 5-(8-(4-Chlorophenyl)-2-imino-3-methyl-2,3-dihydro-1H-imidazo[4,5-c]quinolin-1-yl)-2-morpholinobenzonitrile